6-(7-Methoxy-1-methyl-β-carbolin-9-yl)hexanoic acid t-butyl ester C(C)(C)(C)OC(CCCCCN1C2=CC(=CC=C2C=2C=CN=C(C12)C)OC)=O